BrC1=CC=C2C(C(=NN(C2=C1)CC)CC(=O)O)=O 2-(7-bromo-1-ethyl-4-oxo-1,4-dihydrocinnolin-3-yl)acetic acid